methoxycarbonylphenyltin trisuberate C(CCCCCCC(=O)[O-])(=O)[O-].C(CCCCCCC(=O)[O-])(=O)[O-].C(CCCCCCC(=O)[O-])(=O)[O-].COC(=O)[Sn+2]C1=CC=CC=C1.COC(=O)[Sn+2]C1=CC=CC=C1.COC(=O)[Sn+2]C1=CC=CC=C1